C[C@]1([C@H]2C=C[C@@H](C1)C2)C(=O)NC=2SC1=C(N2)C=CC(=C1)OC(F)(F)F (1R,2S,4R)-2-methyl-N-[6-(trifluoromethoxy)-1,3-benzothiazol-2-yl]bicyclo[2.2.1]hept-5-ene-2-carboxamide